N-((2R,3R,4R,5S,6S)-6-((7H-purin-6-yl)amino)-4,5-dihydroxy-2-(hydroxymethyl)tetrahydro-2H-pyran-3-yl)-2-(piperidin-1-yl)acetamide N1=CN=C2N=CNC2=C1N[C@@H]1[C@H]([C@@H]([C@H]([C@@H](O1)CO)NC(CN1CCCCC1)=O)O)O